(5-bromo-2-pyridinyl)methylamine BrC=1C=CC(=NC1)CN